ClC=1N=CC2=C(N1)CCC(N2)=O 2-Chloro-7,8-dihydropyrido[3,2-d]pyrimidin-6(5H)-one